N1COC(C2=C1C=CC=C2)=O 1,2-dihydro-(4H)-3,1-benzoxazine-4-one